5-decyl-1-[3-(triethoxysilyl)propyl]-1H-tetrazole C(CCCCCCCCC)C1=NN=NN1CCC[Si](OCC)(OCC)OCC